4-isopropoxy-2-methylene-4-oxobutanoic acid C(C)(C)OC(CC(C(=O)O)=C)=O